CC1(COC1)C=CCCCCCCCCC(=O)O 11-(3-methyl-oxetan-3-yl)undec-10-enoic acid